4-(2,4-dimethoxybenzyl)-6-(pyridin-3-yl)-4-azaspiro[2.4]heptane-7-carbonitrile COC1=C(CN2C3(CC3)C(C(C2)C=2C=NC=CC2)C#N)C=CC(=C1)OC